(+/-)-(3-(5-bromo-6-methylpyridin-2-yl)-5-methylisothiazol-4-yl)methylcyclopentyl (methyl)carbamate CNC(OC1(CCCC1)CC=1C(=NSC1C)C1=NC(=C(C=C1)Br)C)=O